BrC1=CC=C(S1)C=C(C#N)C#N 2-((5-bromothiophen-2-yl)methylene)malononitrile